N-(2-(6-(4-iodophenylamino)-2-(methylsulfinyl)pyrimidin-4-ylamino)ethyl)-2-methoxynicotinamide IC1=CC=C(C=C1)NC1=CC(=NC(=N1)S(=O)C)NCCNC(C1=C(N=CC=C1)OC)=O